cyanoethyl-N,N-diisopropyl-phosphordiamidite C(#N)CCOP(N(C(C)C)C(C)C)N